4-(4-cyano-2-pyridyl)-5-oxo-piperazine-1-carboxylate C(#N)C1=CC(=NC=C1)N1CCN(CC1=O)C(=O)[O-]